C(#N)C=1N(C2=CC=CC=C2C1)CCNC(OC(C)(C)C)=O Tert-butyl (2-(2-cyano-1H-indol-1-yl)ethyl)carbamate